4-((4-methyl-7-phenyl-1H-imidazo[4,5-c]pyridin-1-yl)methyl)benzenesulfonamide CC1=NC=C(C2=C1N=CN2CC2=CC=C(C=C2)S(=O)(=O)N)C2=CC=CC=C2